8-amino-6-(2,4-difluoro-phenoxy)-2-(tetrahydro-pyran-4-ylamino)-8H-pyrido[2,3-d]pyrimidin-7-one NN1C(C(=CC2=C1N=C(N=C2)NC2CCOCC2)OC2=C(C=C(C=C2)F)F)=O